NC1=CC(=C(OC2=C(C=NN2C2COC2)C(=O)OCC)C(=C1)F)F Ethyl 5-(4-amino-2,6-difluorophenoxy)-1-(oxetan-3-yl)pyrazole-4-carboxylate